N-[2-chloro-3-[2-chloro-3-(3-fluoro-4-formyl-5-hydroxy-phenyl)phenyl]phenyl]-4-hydroxy-4,5,6,7-tetrahydropyrazolo[1,5-a]pyridine-2-carboxamide ClC1=C(C=CC=C1C1=C(C(=CC=C1)C1=CC(=C(C(=C1)O)C=O)F)Cl)NC(=O)C1=NN2C(C(CCC2)O)=C1